2-(3-(3-(cyclopropyl(4-(thiophen-2-yl)benzyl)carbamoyl)piperidin-1-yl)phenoxy)-2-methylpropanoate C1(CC1)N(C(=O)C1CN(CCC1)C=1C=C(OC(C(=O)[O-])(C)C)C=CC1)CC1=CC=C(C=C1)C=1SC=CC1